(R)-N-(3-(3,5-dimethylisoxazol-4-yl)-4-(piperidin-2-ylmethoxy)phenyl)-1-fluorocyclopropane-1-carboxamide CC1=NOC(=C1C=1C=C(C=CC1OC[C@@H]1NCCCC1)NC(=O)C1(CC1)F)C